7-(3,6-Dihydro-2H-pyran-4-yl)-N-[4-[(6,7-dimethoxy-1,5-naphthyridin-4-yl)oxy]-3-fluorophenyl]-6-methyl-8-oxo-3,4-dihydro-1H-pyrido[2,1-c][1,4]oxazine-9-carboxamide O1CCC(=CC1)C=1C(C(=C2COCCN2C1C)C(=O)NC1=CC(=C(C=C1)OC1=CC=NC2=CC(=C(N=C12)OC)OC)F)=O